2-phenyl-7-(pyridin-4-ylmethyl)-3,5,6,7,8,9-hexahydro-4H-pyrimido[4,5-d]azepin-4-one C1(=CC=CC=C1)C=1NC(C2=C(CCN(CC2)CC2=CC=NC=C2)N1)=O